3,5-Dichloro-2,4,6-trifluorobenzoic acid ClC=1C(=C(C(=O)O)C(=C(C1F)Cl)F)F